1,5-dimethyl-2,4,6-trioxohexahydro-pyrimidine CN1C(NC(C(C1=O)C)=O)=O